C(C)OC(CCC1=CC=C(C=C1)N1CC(C1)C(N)=O)=O 3-(4-(3-carbamoyl-azetidin-1-yl)phenyl)propionic acid ethyl ester